ClC1=C(OC2=CC=CC3=C2NC(=NS3(=O)=O)NCC=3C=C(C=CC3)NC(C)=O)C=CC=C1 N-(3-(((5-(2-chlorophenoxy)-1,1-dioxido-4H-benzo[e][1,2,4]thiadiazin-3-yl)amino)methyl)phenyl)acetamide